P(=O)(O)(O)O.CN1CCOCC1 N-methyl-morpholine phosphate